C(C)(C)(C)OC(=O)N(N)C1=CC=C(C=C1)CN1CCCC1 1-(4-(pyrrolidin-1-ylmethyl)phenyl)hydrazine-1-carboxylic acid tert-butyl ester